C1(=CC=CC=C1)S(=O)(=O)N1C=C(C2=CC=C(C=C12)C1=CC(=CC=C1)C(=O)N1CCCC1)C1=NC(=NC=C1C(F)(F)F)N[C@@H]1CN(CCC1)C(=O)OC(C)(C)C tert-butyl (3S)-3-[[4-[1-(benzenesulfonyl)-6-[3-(pyrrolidine-1-carbonyl)phenyl]indol-3-yl]-5-(trifluoromethyl)pyrimidin-2-yl]amino]piperidine-1-carboxylate